FC1=C(C=CC=C1)C1=CN=C(N1)CCNCCC=1SC=2N=CN=C(C2N1)NCC1=NC=CC=C1F 2-[2-({2-[5-(2-fluorophenyl)-1H-imidazol-2-yl]ethyl}amino)ethyl]-N-[(3-fluoropyridin-2-yl)methyl]-[1,3]thiazolo[5,4-d]pyrimidin-7-amine